BrC=1C=C(C=CC1)N1C2=CC=CC=C2C=2C=C(C=CC12)N1C2=CC=CC=C2C=2C=CC=CC12 9-(3-bromophenyl)-9H-3,9'-bicarbazole